ClC1=CC=C(C=C[SiH](C)C)C=C1 4-chloro(dimethyl)silyl-styrene